CN1C=NC=C1C1=CC=C(N)C=C1 4-(1-methyl-1H-imidazol-5-yl)aniline